2-(4-(tert-butyl)naphthalen-2-yl)-4-(4'-(4,4-dimethylcyclohexyl-1-d)-[1,1'-biphenyl]-4-yl)-5-(trifluoromethyl)pyridine C(C)(C)(C)C1=CC(=CC2=CC=CC=C12)C1=NC=C(C(=C1)C1=CC=C(C=C1)C1=CC=C(C=C1)C1(CCC(CC1)(C)C)[2H])C(F)(F)F